4-(3-((S)-2-hydroxy-3-(3-(N-methylsulfamoyl)phenoxy)propylamino)-1-oxa-8-azaspiro[4.5]dec-8-ylsulfonyl)benzoic acid O[C@@H](CNC1COC2(C1)CCN(CC2)S(=O)(=O)C2=CC=C(C(=O)O)C=C2)COC2=CC(=CC=C2)S(NC)(=O)=O